CN1[C@H]2[C@@](CCC1)(CCC2)COC2=NC1=C(C(=CC=C1C(=N2)N2CC1CCC(C2)N1)C1=CC(=CC2=CC=CC=C12)O)F 4-(2-{[(4aS,7aR)-1-methyl-octahydro-1H-cyclopenta[b]pyridin-4a-yl]methoxy}-4-{3,8-diazabicyclo[3.2.1]octan-3-yl}-8-fluoroquinazolin-7-yl)naphthalen-2-ol